((2S,4R,5R)-4-acetoxy-5-(2-amino-8-oxo-7-(2,2,2-trifluoroethyl)-7,8-dihydro-9H-purin-9-yl) tetrahydrofuran-2-yl)methyl acetate C(C)(=O)OC[C@H]1O[C@H]([C@@H](C1)OC(C)=O)N1C2=NC(=NC=C2N(C1=O)CC(F)(F)F)N